ClC=1C=C2C=NN(C2=C(C1)C(=O)[O-])CC1=NC=C(C=N1)C1=CC(=CC(=C1)OC)F 5-chloro-1-((5-(3-fluoro-5-methoxyphenyl) pyrimidin-2-yl) methyl)-1H-indazole-7-carboxylate